CC1=CC=C(C=C1)S(=O)(=O)O.C(C)N1CN(C=C1)C 1-ethyl-3-methylimidazole p-toluenesulfonate salt